(2R,3S,4S)-4-hydroxy-2-{[4-(1,3-oxazol-5-yl)phenyl]methyl}pyrrolidin-3-yl N-(1,2,3,4-tetrahydroisoquinolin-6-ylmethyl)carbamate C1NCCC2=CC(=CC=C12)CNC(O[C@H]1[C@H](NC[C@@H]1O)CC1=CC=C(C=C1)C1=CN=CO1)=O